N-{4-[6,6-dimethyl-3-(4-methylphenyl)-4-oxo-4,5,6,7-tetrahydro-1H-pyrrolo[3,2-c]pyridin-2-yl]pyridin-2-yl}-2-(4-fluorophenyl)propanamide CC1(CC2=C(C(N1)=O)C(=C(N2)C2=CC(=NC=C2)NC(C(C)C2=CC=C(C=C2)F)=O)C2=CC=C(C=C2)C)C